N1N=C(C=C1)CC1CN(C1)C(=O)OC(C)(C)C tert-butyl 3-((1H-pyrazol-3-yl)methyl)azetidine-1-carboxylate